6-amino-N-(5-chloro-6-(2-(trifluoromethyl)phenyl)pyridin-2-yl)pyridine-2-sulfonamide NC1=CC=CC(=N1)S(=O)(=O)NC1=NC(=C(C=C1)Cl)C1=C(C=CC=C1)C(F)(F)F